ClC=1C=CC(=C(C1)C1=CC(N(C=C1OC)[C@@H](C(=O)NC1=CC=C(C(=O)N)C=C1)CC1=CC=CC=C1)=O)C(CC)=O (R)-4-(2-(4-(5-chloro-2-propionylphenyl)-5-methoxy-2-oxopyridin-1(2H)-yl)-3-phenylpropionamido)benzamide